3-[6-(1-methyl-1H-pyrazol-4-yl)pyrazolo[1,5-a]pyridin-3-yl]pyrrolidinium trifluoroacetate FC(C(=O)[O-])(F)F.CN1N=CC(=C1)C=1C=CC=2N(C1)N=CC2C2C[NH2+]CC2